FC=1C=CC(=NC1)NC1=CC(=C(N=N1)C(=O)NC([2H])([2H])[2H])NC1=NC=CC(=C1OC)C1=NN(C=N1)C 6-[(5-fluoropyridin-2-yl)amino]-4-{[3-methoxy-4-(1-methyl-1H-1,2,4-triazol-3-yl)pyridin-2-yl]amino}-N-(2H3)methylpyridazine-3-carboxamide